BrC1=NSC(=N1)NC(OC(C)(C)C)=O tert-Butyl (3-bromo-1,2,4-thiadiazol-5-yl)carbamate